6-Fluoro-1-(4-fluoro-3-(4-(cyclopentylcarbonyl)piperazine-1-carbonyl)benzyl)quinazoline FC=1C=C2C=NCN(C2=CC1)CC1=CC(=C(C=C1)F)C(=O)N1CCN(CC1)C(=O)C1CCCC1